tributylhexadecylphosphonium 3-(trimethylsilyl)-1-propanesulfonate C[Si](CCCS(=O)(=O)[O-])(C)C.C(CCC)[P+](CCCCCCCCCCCCCCCC)(CCCC)CCCC